1,1,1,3,3,3-Hexafluoropropan-2-yl (S)-1-((pyrimidin-5-ylmethyl)carbamoyl)-6-azaspiro[2.5]octan-6-carboxylat N1=CN=CC(=C1)CNC(=O)[C@H]1CC12CCN(CC2)C(=O)OC(C(F)(F)F)C(F)(F)F